3-[(E)-oct-2-enyl]tetrahydrofuran-2,5-dione C(\C=C\CCCCC)C1C(OC(C1)=O)=O